cyclohexane-sulfonyl chloride C1(CCCCC1)S(=O)(=O)Cl